2-(5-(6-(3,4-dimethoxyphenyl)-7-ethyl-5H-pyrrolo[3,2-d]pyrimidin-2-yl)-1,3,4-oxadiazol-2-yl)-N,N-dimethylethan-1-amine COC=1C=C(C=CC1OC)C1=C(C=2N=C(N=CC2N1)C1=NN=C(O1)CCN(C)C)CC